NC1=C([N+](=CC2=C(C(=CC=C12)F)C=1C(=NC=NC1)C(F)(F)F)[O-])C(NCCC)=O 4-amino-7-fluoro-3-(propylcarbamoyl)-8-(4-(trifluoromethyl)pyrimidin-5-yl)isoquinoline-2-oxide